C(CCC)[N+](C)(CC)CC N-butyl-N,N-diethyl-N-methylammonium